NCCCC(=O)N1CCN(CC1)C(=O)C1=C(C=C(C=C1)NC(=O)C=1N(C(=CN1)C1=C(C(=C(C=C1)OC)F)F)C)Cl N-[4-[4-(4-aminobutanoyl)piperazine-1-carbonyl]-3-chloro-phenyl]-5-(2,3-difluoro-4-methoxy-phenyl)-1-methyl-imidazole-2-carboxamide